7-methyl-1-((3-(trifluoromethoxy)pyridin-2-yl)methyl)-3-((1r,4r)-4-(4-(trifluoromethyl)pyridin-3-yl)cyclohexyl)-1,8-naphthyridin-2(1H)-one CC1=CC=C2C=C(C(N(C2=N1)CC1=NC=CC=C1OC(F)(F)F)=O)C1CCC(CC1)C=1C=NC=CC1C(F)(F)F